N-(2-aminoethyl)-3-aminopropyldimethylchlorosilane NCCNCCC[Si](Cl)(C)C